tert-butyl 4-(4-(2-((tert-butyldimethylsilyl)oxy)-1-(4-(methylsulfonyl)phenyl)ethoxy)phenyl)-1H-imidazole-1-carboxylate [Si](C)(C)(C(C)(C)C)OCC(OC1=CC=C(C=C1)C=1N=CN(C1)C(=O)OC(C)(C)C)C1=CC=C(C=C1)S(=O)(=O)C